CNC(C1=CC=C(C=C1)C1=NN(C(C=C1)=O)CCC=1C=C2C=C(C=NC2=CC1)C=1C=NN(C1)C)=O N-methyl-4-(1-(2-(3-(1-methyl-1H-pyrazol-4-yl)quinolin-6-yl)ethyl)-6-oxo-1,6-dihydropyridazin-3-yl)benzamide